BrC1=CC(=C(C=C1)CN1C(=NC=C1)CC)F 1-[(4-bromo-2-fluoro-phenyl)methyl]-2-ethyl-imidazole